3-phenyl-1-(2,3,4-trimethoxyphenyl)prop-2-en-1-one C1(=CC=CC=C1)C=CC(=O)C1=C(C(=C(C=C1)OC)OC)OC